1-Tert-butyl N-[4-[4-[1-(2,6-dioxo-3-piperidyl)-3-methyl-2-oxo-benzimidazol-4-yl]-1-piperidyl]-4-oxo-butyl]carbamate O=C1NC(CCC1N1C(N(C2=C1C=CC=C2C2CCN(CC2)C(CCCNC(OC(C)(C)C)=O)=O)C)=O)=O